(1R,2R,3S,4R)-3-({[dimethyl(2-methyl-2-propanyl)silyl]oxy}methyl)-2-(1-propen-1-yl)-4-(tetrahydro-2H-pyran-2-yloxy)cyclopentanol Potassium carbonate C([O-])([O-])=O.[K+].C[Si](OC[C@@H]1[C@H]([C@@H](C[C@H]1OC1OCCCC1)O)C=CC)(C(C)(C)C)C.[K+]